Allyl 3,9-diazaspiro[5.5]undecane-3-carboxylate C1CN(CCC12CCNCC2)C(=O)OCC=C